N(=[N+]=[N-])C1CCC(CC1)NC=1C(=NON1)C1=NOC(N1C1=CC(=C(C=C1)F)Br)=O (4-((4-azidocyclohexyl)amino)-1,2,5-oxadiazol-3-yl)-4-(3-bromo-4-fluorophenyl)-1,2,4-oxadiazol-5(4H)-one